C1(CCCC1)CCN([C@@H](CC(=O)O)C(=O)N(C)C)C([C@@H](N(C)C(=O)OCC1C2=CC=CC=C2C=2C=CC=CC12)C1CCCC1)=O (3S)-3-[2-cyclopentylethyl-[(2S)-2-cyclopentyl-2-[9H-fluoren-9-ylmethoxycarbonyl(methyl)amino]acetyl]amino]-4-(dimethylamino)-4-oxo-butanoic acid